(E)-3-[3-[(7-Chloroquinolin-4-yl)amino]phenyl]-1-(4-methoxyphenyl)prop-2-en-1-one ClC1=CC=C2C(=CC=NC2=C1)NC=1C=C(C=CC1)/C=C/C(=O)C1=CC=C(C=C1)OC